trimethoxy(2-phenylethyl)silane CO[Si](CCC1=CC=CC=C1)(OC)OC